2-methyl-3-(2-(methylamino)pyridin-4-yl)propanamide CC(C(=O)N)CC1=CC(=NC=C1)NC